ClC=1C=C(C=C2C(NC(C12)=O)(C)C)C(CC)=O 7-chloro-3,3-dimethyl-5-propanoyl-2,3-dihydro-1H-isoindol-1-one